N-[5-[4-[[3-(ethylamino)oxetan-3-yl]methoxy]phenyl]-1-tetrahydropyran-2-yl-1,2,4-triazol-3-yl]-1-tetrahydropyran-2-yl-indazol-5-amine C(C)NC1(COC1)COC1=CC=C(C=C1)C1=NC(=NN1C1OCCCC1)NC=1C=C2C=NN(C2=CC1)C1OCCCC1